S(C)(=O)(=O)OCC1(CCC1)COS(C)(=O)=O cyclobutane-1,1-diylbis(methylene) dimesylate